(S)-N-((4-ethyl-8-fluoro-4-hydroxy-9-methoxy-3,14-dioxo-3,4,12,14-tetrahydro-1H-pyrano-[3',4':6,7]indolizino[1,2-b]quinolin-11-yl)methyl)methane-sulfonamide C(C)[C@]1(C(OCC=2C(N3CC=4C(=NC=5C=C(C(=CC5C4CNS(=O)(=O)C)OC)F)C3=CC21)=O)=O)O